C(#N)C1=C(C=C(C=C1)N(C(=O)C1=CC=2N(C=C1)N=CC2)C)C N-(4-cyano-3-methyl-phenyl)-N-methyl-pyrazolo[1,5-a]pyridine-5-carboxamide